C(C1=CC=CC=C1)OC=1C=C(C2=C(C(=C(O2)C)C(=O)NC2C(CN(C2)C(=O)OC(C)(C)C)(F)F)C1)C tert-butyl 4-(5-(benzyloxy)-2,7-dimethylbenzofuran-3-carboxamido)-3,3-difluoropyrrolidine-1-carboxylate